6-((6-((((2-hexyloctyl)oxy)carbonyl)oxy)hexyl)(2-hydroxyethyl)amino)hexyl 2-hexyldecanoate C(CCCCC)C(C(=O)OCCCCCCN(CCO)CCCCCCOC(=O)OCC(CCCCCC)CCCCCC)CCCCCCCC